3-((4-methoxybenzyl)thio)-1-(triisopropylsilyl)-1,4-dihydropyrrolo[2,3-b]pyrrole COC1=CC=C(CSC2=CN(C=3N=CCC32)[Si](C(C)C)(C(C)C)C(C)C)C=C1